cyclopropanecarboxylic acid (5-{5-[N'-(2-chloro-6-methylbenzoyl)hydrazinocarbonyl]-2-methyl-phenylethynyl}-pyridin-2-yl) amide ClC1=C(C(=O)NNC(=O)C=2C=CC(=C(C2)C#CC=2C=CC(=NC2)NC(=O)C2CC2)C)C(=CC=C1)C